C(#N)C1=CC=C(C=C1)C1CCN(CC1)C(=O)C=1C(=C(C(=O)NCC)C=CC1C)C1CCC1 (4-(4-cyanophenyl)piperidine-1-carbonyl)-2-cyclobutyl-N-ethyl-4-methylbenzamide